ClC1=C(C=CC=C1Cl)SC=1N=C2C(=NC1C)NC(=N2)N2CCC(CC2)(N)C 1-(5-((2,3-dichlorophenyl)thio)-6-methyl-1H-imidazo[4,5-b]pyrazin-2-yl)-4-methylpiperidin-4-amine